C(=O)(OC(C)(C)C)NC=1C=C(C=NC1)B(O)O 5-(BOC-AMINO)PYRIDINE-3-BORONIC ACID